C(CCCCCCCCCCC)OC1=CC=C(C=C1)S(=O)(=O)C=1C=NC2=CC=C(C=C2C1N1CCC(CC1)N1CCN(CC1)CCO)S(=O)C 2-(4-(1-(3-((4-(dodecyloxy)phenyl)sulfonyl)-6-(methylsulfinyl)quinolin-4-yl)piperidin-4-yl)piperazin-1-yl)ethan-1-ol